FC1=CC(=C2C=C(NC(C2=C1)=O)CCCN1CCN(CC1)C=1C=CC(=NC1)C#N)C 5-(4-(3-(7-fluoro-5-methyl-1-oxo-1,2-dihydroisoquinolin-3-yl)propyl)piperazin-1-yl)pyridinecarbonitrile